N[C@H](C(=O)N1[C@@H]([C@H]2C([C@H]2C1)(C)C)C(=O)N[C@H](C(=O)N)C[C@H]1C(NC2(CC2)C1)=O)[C@H](C)OC(C)(C)C (1R,2S,5S)-3-[(2S,3S)-2-amino-3-tert-butoxy-butanoyl]-N-[(1S)-2-amino-2-oxo-1-[[(6R)-5-oxo-4-azaspiro[2.4]heptan-6-yl]methyl]ethyl]-6,6-dimethyl-3-azabicyclo[3.1.0]hexane-2-carboxamide